ethyl 3-(4-(1-((tert-butoxycarbonyl)amino)cyclopropyl)benzamido)-2-imino-2,3-dihydrobenzo[d]thiazole-6-carboxylate C(C)(C)(C)OC(=O)NC1(CC1)C1=CC=C(C(=O)NN2C(SC3=C2C=CC(=C3)C(=O)OCC)=N)C=C1